CC(CCN)N methylpropane-1,3-diamine